4-[oxo-3H-imidazo[4,5-c]pyridin-1-yl]cyclohexanecarboxylic acid O=C1N(C2=C(C=NC=C2)N1)C1CCC(CC1)C(=O)O